7-Amino-3-(2-fluoro-6-methyl-phenyl)-1-(4-piperidyl)-4H-pyrido[4,3-d]pyrimidin-2-one NC1=CC=2N(C(N(CC2C=N1)C1=C(C=CC=C1C)F)=O)C1CCNCC1